O(C(=O)C)C1=C(C=C(C=C1)C=CC(=O)Cl)OC 3-(4-acetoxyl-3-methoxyphenyl)acryloyl chloride